ClC1=CC=C(CN(C2CCN(CC2)C(=O)NC2=CC=CC=C2)CC=2SC(=CC2)[N+](=O)[O-])C=C1 4-((4-Chlorobenzyl)((5-nitrothiophen-2-yl)methyl)amino)-N-phenylpiperidin-1-carboxamid